COC=1C=C(C=C(C1OC)OC)Br 3,4,5-trimethoxyphenyl bromide